2-((4-Fluoroisoindolin-2-yl)methyl)-5-((4-(2-hydroxypropan-2-yl)benzyl)oxy)-4H-pyran-4-one FC1=C2CN(CC2=CC=C1)CC=1OC=C(C(C1)=O)OCC1=CC=C(C=C1)C(C)(C)O